(1-METHYL-1H-PYRROL-3-YL)ACETIC ACID CN1C=C(C=C1)CC(=O)O